ClC=1C=CC2=C(C(C[C@@H](O2)C(=O)N[C@@H]2CC[C@H](CC2)C(=O)N2CC(C2)C2=CC=CC=C2)=O)C1 (2R)-6-chloro-4-oxo-N-[trans-4-(3-phenylazetidine-1-carbonyl)cyclohexyl]-3,4-dihydro-2H-1-benzopyran-2-carboxamide